1-azido-4-(methoxymethyl)benzene N(=[N+]=[N-])C1=CC=C(C=C1)COC